C[C@@]1([C@@H](C2=CC3=NC(=CC4=C(C(=C([N-]4)C=C5C(=C(C(=N5)C=C1[N-]2)CC(=O)O)CCC(=O)O)CCC(=O)O)CC(=O)O)[C@H]([C@]3(C)CC(=O)O)CCC(=O)O)CCC(=O)O)CC(=O)O.[Fe] The molecule is a heme. It has a role as an Escherichia coli metabolite and a cofactor. It is a conjugate acid of a siroheme(8-).